4-((S)-4-((4-chlorophenyl)sulfonyl)-6-(3-(difluoromethoxy)-5-fluorophenyl)-3,4-dihydro-2H-benzo[b][1,4]oxazin-2-yl)bicyclo[2.2.1]heptane-1-carboxylic acid ClC1=CC=C(C=C1)S(=O)(=O)N1C2=C(O[C@H](C1)C13CCC(CC1)(C3)C(=O)O)C=CC(=C2)C2=CC(=CC(=C2)F)OC(F)F